O1COC2=C1C=CC=C2CCNCCC2=CC(=NC=C2)N2CCCCC2 N-[2-(1,3-benzodioxol-4-yl)ethyl]-2-[2-(1-piperidinyl)-4-pyridinyl]ethanamine